methyl 3-(4-(7-chloro-3-isopropyldibenzo[b,f][1,4]oxazepin-11-yl) piperazin-1-yl)-2,2-dimethylpropionate ClC=1C=CC2=C(OC3=C(C(=N2)N2CCN(CC2)CC(C(=O)OC)(C)C)C=CC(=C3)C(C)C)C1